3-iodo-1-methyl-6,7-dihydro-5H-cyclopenta[c]pyridine-6-carboxylic acid IC1=CC2=C(C(=N1)C)CC(C2)C(=O)O